Acetylsulfate C(C)(=O)OS(=O)(=O)[O-]